ClC=1C=NC=C(C1[C@@H](C)OC=1C=C2C(=NN(C2=CC1)C1OCCCC1)C=1C=C(C(=NC1)N1CC(C1)(NCCS(=O)(=O)C)C)F)Cl (5-(5-((R)-1-(3,5-dichloropyridin-4-yl)ethoxy)-1-(tetrahydro-2H-pyran-2-yl)-1H-indazol-3-yl)-3-fluoropyridin-2-yl)-3-methyl-N-(2-(methylsulfonyl)ethyl)azetidin-3-amine